(1R,2S,5S)-6,6-dimethyl-N-{(2S)-3-oxo-1-[(3S)-2-oxopyrrolidin-3-yl]-4-[3-(propan-2-yl)phenoxy]butan-2-yl}-3-[N-(trifluoroacetyl)-L-valyl]-3-azabicyclo[3.1.0]hexane-2-carboxamide CC1([C@H]2CN([C@@H]([C@@H]12)C(=O)N[C@@H](C[C@H]1C(NCC1)=O)C(COC1=CC(=CC=C1)C(C)C)=O)C([C@@H](NC(C(F)(F)F)=O)C(C)C)=O)C